CC1([C@H](C1)C(=O)N1CC2(C1)CN(C[C@H]2C(=O)O)C(=O)C2=NC=C(N=C2)O)C (s)-2-((s)-2,2-dimethylcyclopropane-1-carbonyl)-6-(5-hydroxypyrazine-2-carbonyl)-2,6-diazaspiro[3.4]octane-8-carboxylic acid